FC1(C2CN(CC12)C1=NC(=CC(=N1)C=1C=NN(C1)C1=C(C=C(N)C=C1)N1CCC2(CC2)CC1)C)F 4-(4-(2-(6,6-difluoro-3-azabicyclo[3.1.0]hexan-3-yl)-6-methylpyrimidin-4-yl)-1H-pyrazol-1-yl)-3-(6-azaspiro[2.5]octan-6-yl)aniline